4-chloro-1-(triisopropylsilyl)-1H-pyrrolo[2,3-b]Pyridine ClC1=C2C(=NC=C1)N(C=C2)[Si](C(C)C)(C(C)C)C(C)C